N1(N=CC=C1)C1=NC=CC(=C1)CNC(=O)NC(=O)C12CC(C1)(C2)C(F)(F)F 1-[(2-pyrazol-1-ylpyridin-4-yl)methyl]-3-[3-(trifluoromethyl)-1-bicyclo[1.1.1]pentanoyl]urea